NC=1C=C(C(=NC1)N1CCC(CC1)(F)F)CCO 2-(5-amino-2-(4,4-difluoropiperidin-1-yl)pyridin-3-yl)ethan-1-ol